ClC=1C=C(C=CC1OC)NC(=O)NCC=1C=CC2=C(N=NN(C2=O)C2C(NC(CC2)=O)=O)C1 1-(3-chloro-4-methoxyphenyl)-3-((3-(2,6-dioxopiperidin-3-yl)-4-oxo-3,4-dihydrobenzo[d][1,2,3]triazin-7-yl)methyl)urea